1-Methyl-6-oxo-N-((7-(trifluoromethyl)-10H-phenoxazin-3-yl)methyl)piperidine-3-carboxamide 3,3',4,4'-biphenyl-tetracarboxylate C1(=CC(=C(C=C1)C(=O)O)C(=O)O)C1=CC(=C(C=C1)C(=O)O)C(=O)O.CN1CC(CCC1=O)C(=O)NCC=1C=CC=2NC3=CC=C(C=C3OC2C1)C(F)(F)F